copper iodide tripotassium phosphate P(=O)([O-])([O-])[O-].[K+].[K+].[K+].[Cu](I)I